BrC1=C(C=C(C(=N1)C(=O)OC)NCC1=CC=C(C=C1)OC)F methyl 6-bromo-5-fluoro-3-[(4-methoxyphenyl) methylamino]pyridine-2-carboxylate